2-t-butyl-5-methylethyl-1,3-dioxan C(C)(C)(C)CCC1OCC(CO1)C